ClC1=C(C=CC=C1Cl)P1(OCC(NC1(C)C)(C)C)=O 2-(2,3-Dichlorophenyl)-2-oxo-3,3,5,5-tetramethyl-[1,4,2]-oxazaphosphinane